(4R)-3-[(3S)-3-methylpentanoyl]-5,5-diphenyl-4-(propan-2-yl)-1,3-oxazolidin-2-one C[C@H](CC(=O)N1C(OC([C@H]1C(C)C)(C1=CC=CC=C1)C1=CC=CC=C1)=O)CC